C(CCCN1N=C(C=C1C(=O)NC1=CC=C(C=C1)OC)C1=CC=NC=C1)N1N=C(C=C1C(=O)NC1=CC=C(C=C1)OC)C1=CC=NC=C1 1,1'-(butane-1,4-diyl)bis(N-(4-methoxyphenyl)-3-(pyridin-4-yl)-1H-pyrazole-5-carboxamide)